ClC1=C2C(N(C(NC2=C(C=C1)S(=O)(=O)C1=CC(=C2C=NN(C2=C1)CCC1CCCC1)F)=O)O)=O 5-chloro-8-((1-(2-cyclopentylethyl)-4-fluoro-1H-indazol-6-yl)sulfonyl)-3-hydroxyquinazoline-2,4(1H,3H)-dione